C(=C)C=1C(=NON1)C(=O)O 4-vinyl-1,2,5-oxadiazole-3-carboxylic acid